CN(C(C#CC(=O)N1CC(C1)OC[C@H](C(=O)O)C(C)C)(C)C)C (2R)-2-[({1-[4-(dimethylamino)-4-methylpent-2-ynoyl]azetidin-3-yl}oxy)methyl]-3-methylbutanoic acid